2-(6-bromo-5-fluoropyridin-2-yl)-2-fluoroheptanoic acid BrC1=C(C=CC(=N1)C(C(=O)O)(CCCCC)F)F